bicyclo-[2.2.2]-octen C12=CCC(CC1)CC2